2-butenamide L-malate C([C@@H](O)CC(=O)O)(=O)O.C(C=CC)(=O)N